5-fluoro-4-nitro-2-(trifluoromethyl)benzoic acid FC=1C(=CC(=C(C(=O)O)C1)C(F)(F)F)[N+](=O)[O-]